C1(CC1)C1=NC=NC(=C1C1=NC=2N(C(=N1)NCC1=CC=C(C=C1)C=1N(C=C(N1)C(F)(F)F)C(C)C)C=NC2)OC 2-(4-cyclopropyl-6-methoxypyrimidin-5-yl)-N-(4-(1-isopropyl-4-(trifluoromethyl)-1H-imidazol-2-yl)benzyl)imidazo[1,5-a][1,3,5]triazin-4-amine